succinic acid stearate C(CCCCCCCCCCCCCCCCC)(=O)O.C(CCC(=O)O)(=O)O